1-(4-(6-chloro-2-(2-(1-cyclopropyl-piperidin-4-yl)ethoxy)-8-fluoro-7-(2-fluoro-6-hydroxyphenyl)quinazolin-4-yl)piperazin-1-yl)prop-2-en-1-one ClC=1C=C2C(=NC(=NC2=C(C1C1=C(C=CC=C1O)F)F)OCCC1CCN(CC1)C1CC1)N1CCN(CC1)C(C=C)=O